4-(2-ethoxy-2-oxo-ethyl)-1-(indoline-1-carbonyl)piperidine-4-carboxylic acid ethyl ester C(C)OC(=O)C1(CCN(CC1)C(=O)N1CCC2=CC=CC=C12)CC(=O)OCC